F[C@H]1CC2=C[C@@H](CN2C1)F (2S,6S)-2,6-Difluorotetrahydro-1H-pyrrolizin